CC(C(=O)OCC(CO)(CO)CO)S Pentaerythritol mercaptopropionate